4-Bromo-5-fluoro-2-(isopropylamino)benzonitrile BrC1=CC(=C(C#N)C=C1F)NC(C)C